4,8-Dimethyl-3,7-nonadien-2-yl acetate C(C)(=O)OC(C)C=C(CCC=C(C)C)C